gadolinium (2R,2'R,2''R)-2,2',2''-{10-[(1S)-1-carboxy-4-{4-[2-(2-ethoxyethoxy)ethoxy]phenyl}butyl]-1,4,7,10-tetraazacyclododecane-1,4,7-triyl}tris(3-hydroxypropanoate) C(=O)(O)[C@H](CCCC1=CC=C(C=C1)OCCOCCOCC)N1CCN(CCN(CCN(CC1)[C@@H](C(=O)[O-])CO)[C@@H](C(=O)[O-])CO)[C@@H](C(=O)[O-])CO.[Gd+3]